undecyl pelargonate C(CCCCCCCC)(=O)OCCCCCCCCCCC